BrC=1C(=CC(=C(C1)C1=CC=C(C=C1)F)OC)N 5-bromo-4'-fluoro-2-methoxy-[1,1'-biphenyl]-4-amine